7,7-dimethyl-5-(3,4,5-trifluorophenyl)-6,7-dihydro-5H-pyrrolo[2,3-b]pyrazine CC1(CN(C2=NC=CN=C21)C2=CC(=C(C(=C2)F)F)F)C